1-methylandrosta-1,4-diene-3,17-dione CC1=CC(C=C2CC[C@H]3[C@@H]4CCC([C@@]4(C)CC[C@@H]3[C@@]12C)=O)=O